FC(CCC(=O)NC1=C(C(=O)N)C=CC=C1)(F)F 2-(4,4,4-trifluorobutanoylamino)benzamide